C(C)(C)(C)OC(=O)N(CC#CC1=C(C=CC(=C1F)F)NC1=C(C(=O)OC)C=C(C(=C1)F)F)C1=NC(=CC=C1[N+](=O)[O-])OC Methyl 2-((2-(3-((tert-butoxycarbonyl)(6-methoxy-3-nitropyridin-2-yl)amino)-prop-1-yn-1-yl)-3,4-difluorophenyl)amino)-4,5-difluorobenzoate